tetraisopropyl acetylene-1,2-diylbis(phosphonate) C(#CP(OC(C)C)(OC(C)C)=O)P(OC(C)C)(OC(C)C)=O